OC=1C(=NC=CC1[N+](=O)[O-])C 3-hydroxy-2-methyl-4-nitropyridine